4-(4-((methylsulfonyl)oxy)butyl-4,4-d2)piperidine-1-carboxylic acid tert-butyl ester C(C)(C)(C)OC(=O)N1CCC(CC1)CCCC([2H])([2H])OS(=O)(=O)C